COC(CN1C(C2=CC=C(C=C2C(=N1)OCC)Br)=O)=O 2-(6-bromo-4-ethoxy-1-oxo-phthalazin-2-yl)acetic acid methyl ester